4-(2-fluoro-5-((4-oxo-3,4-dihydrophthalazin-1-yl)methyl)benzoyl)-trans-2,5-dimethylpiperazine-1-carboxylic acid tert-butyl ester C(C)(C)(C)OC(=O)N1[C@H](CN([C@@H](C1)C)C(C1=C(C=CC(=C1)CC1=NNC(C2=CC=CC=C12)=O)F)=O)C